C(CC)N1C=C([C@H]2[C@H](O)[C@H](O)[C@@H](CO)O2)C(NC1=O)=O N1-propylpseudouridine